1-cyclopropylmethyl-5-(1H-tetrazol-5-yl)-1H-indole-3-carbaldehyde C1(CC1)CN1C=C(C2=CC(=CC=C12)C1=NN=NN1)C=O